C(C)OC(CF)=O ethyl-2-fluoroacetate